p-chlorobenzyl carbamate C(N)(OCC1=CC=C(C=C1)Cl)=O